bis(1,2-dimethylpropylthio)disilane 2,5-Dioxopyrrolidin-1-yl-N-[4-(11,12-didehydrodibenzo[b,f]azocin-5(6H)-yl)-4-oxobutanoyl]glycylglycinate O=C1N(C(CC1)=O)N(CC(=O)NCC(=O)O)C(CCC(=O)N1C2=C(C#CC3=C(C1)C=CC=C3)C=CC=C2)=O.CC(C(C)C)S[SiH]([SiH3])SC(C(C)C)C